C(CCCCCCCCCCCCCCC)(N)(N)N hexadecanetriamine